tert-butyl 3-(hydroxymethyl)-5,6-dihydroimidazo[1,2-a]pyrazine-7(8H)-carboxylate OCC1=CN=C2N1CCN(C2)C(=O)OC(C)(C)C